8-Chloro-3-(tetrahydro-furan-3-yl)-indolizine-1-carboxylic acid (3,3-difluoro-1-hydroxycyclohexylmethyl)-amide FC1(CC(CCC1)(O)CNC(=O)C=1C=C(N2C=CC=C(C12)Cl)C1COCC1)F